COC(=O)C=1C=2C=CN(C2C=CC1OC1=CC(=CC=C1)C1=NN(C=C1)CC1=CC(=CC=C1)I)S(=O)(=O)C1=CC=C(C)C=C1 5-(3-(1-(3-iodobenzyl)-1H-pyrazol-3-yl)phenoxy)-1-tosyl-1H-indole-4-carboxylic acid methyl ester